hydroxy-1,5-dimethylpyrrolidin-2-one OC1C(N(C(C1)C)C)=O